O=C1N(N=C2N1[C@@H](CCC2)C(=O)O)[C@H](C)C=2C=NC(=CC2)C(F)(F)F (5S)-3-Oxo-2-{(1R)-1-[6-(trifluoromethyl)pyridin-3-yl]ethyl}-2,3,5,6,7,8-hexahydro[1,2,4]triazolo[4,3-a]pyridine-5-carboxylic acid